BrC1=CC=C2C(=NN(C2=C1F)C1OCCCC1)C 6-bromo-7-fluoro-3-methyl-1-(tetrahydro-2H-pyran-2-yl)-1H-indazole